CN(C1CCN(CC1)C=1C=CC(=NC1)NC1=NC=C(C(=N1)C1=CN=C2N1C=C(C=C2)C2=CC=CC=C2)F)C N-(5-(4-(dimethylamino)piperidin-1-yl)pyridin-2-yl)-5-fluoro-4-(6-phenylimidazo[1,2-a]pyridin-3-yl)pyrimidin-2-amine